Methyl 5-((2-((S)-2-amino-3-methylbutanamidyl) ethyl) carbamoyl)-2-(2-(3,4-difluorophenyl) butyryl)-4-methylthiophene-3-carboxylate N[C@H](C(=O)NCCNC(=O)C1=C(C(=C(S1)C(C(CC)C1=CC(=C(C=C1)F)F)=O)C(=O)OC)C)C(C)C